methyl 4-((6-bromo-3-fluoropyridin-2-yl) methyl)-1-(3-chloro-2-fluorobenzyl)-2,6-dimethylpiperidine-4-carboxylate BrC1=CC=C(C(=N1)CC1(CC(N(C(C1)C)CC1=C(C(=CC=C1)Cl)F)C)C(=O)OC)F